4-hydroxy-3,5-dinitropyrazole guanidine salt NC(=N)N.OC=1C(=NNC1[N+](=O)[O-])[N+](=O)[O-]